3-chloro-N-((4-chloro-2-(methylcarbamoyl)phenyl)thiocarbamoyl)-5-(trifluoromethyl)picolinamide ClC=1C(=NC=C(C1)C(F)(F)F)C(=O)NC(NC1=C(C=C(C=C1)Cl)C(NC)=O)=S